(2R,4R)-5-[2-[2-[2-(3-methoxyphenyl)ethyl]phenoxy]ethyl]-1-methyl-3-pyrrolidinol COC=1C=C(C=CC1)CCC1=C(OCCC2CC(CN2C)O)C=CC=C1